C1(CC1)C=1N=C2N(C=C(N=C2)C2=CC(=C(C=C2)F)C(C)C)C1C=1C(=C2C=NNC2=CC1)F 2-cyclopropyl-3-(4-fluoro-1H-indazol-5-yl)-6-(4-fluoro-3-isopropyl-phenyl)-imidazo[1,2-a]pyrazine